6-(1-(hydroxymethyl)cyclopropyl)-2-methylpyrido[3,4-d]pyridazine-1,7(2H,6H)-dione OCC1(CC1)N1C=C2C=NN(C(C2=CC1=O)=O)C